ClC1=C(C=CC=C1C1=NC=CN=C1)SC1=CN=C(N=N1)N1CCC2([C@@H]([C@@H](OC2)C)N)CC1 (3S,4S)-8-(6-((2-chloro-3-(pyrazin-2-yl)phenyl)mercapto)-1,2,4-triazin-3-yl)-3-methyl-2-oxa-8-azaspiro[4.5]decan-4-amine